((1-(8-bromonaphthalen-1-yl)propan-2-yl)oxy)(t-butyl)dimethylsilane BrC=1C=CC=C2C=CC=C(C12)CC(C)O[Si](C)(C)C(C)(C)C